2-hydroxypropionic acid gold-silver [Ag].[Au].OC(C(=O)O)C